C(\C=C\C1=CC(OC)=C(O)C(OC)=C1)O sinapyl alcohol